cyclohexyl-isophorone diformate C(=O)O.C(=O)O.C1(CCCCC1)C=1C(=O)CC(CC1C)(C)C